tert-Butyl 6-({2-cyclooctyl-2-[(3-methylisoxazole-4-carbonyl)amino]acetyl}amino)-2-oxospiro[indoline-3,3'-pyrrolidine]-1'-carboxylate C1(CCCCCCC1)C(C(=O)NC1=CC=C2C(=C1)NC(C21CN(CC1)C(=O)OC(C)(C)C)=O)NC(=O)C=1C(=NOC1)C